CS(=O)(=O)CC=1C(=NC=C(C1)C1=NOC(=N1)C(F)(F)F)C=O 3-((methylsulfonyl)methyl)-5-(5-(trifluoromethyl)-1,2,4-oxadiazol-3-yl)pyridinecarbaldehyde